BrC1=CC=CC=2N=C(OC21)C2=CC1=C(N(N=N1)C(C)C)C=C2 7-bromo-2-(1-isopropyl-1H-benzo[d][1,2,3]triazol-5-yl)benzo[d]oxazole